1-methyl-2-[[4-[5-(2-methylprop-1-enyl)-2-(2H-tetrazol-5-yl)phenyl]piperazin-1-yl]-methyl]benzimidazole CN1C(=NC2=C1C=CC=C2)CN2CCN(CC2)C2=C(C=CC(=C2)C=C(C)C)C=2N=NNN2